BrC1=C2CN(C(C2=CC(=C1)CNCCOC)=O)C1=NC(=CC(=C1)C1=C(C=C(C#N)C=C1)C1=NN=CN1C)C1CC1 4-[2-(4-Bromo-6-{[(2-methoxyethyl)amino]methyl}-1-oxo-3H-isoindol-2-yl)-6-cyclopropylpyridin-4-yl]-3-(4-methyl-1,2,4-triazol-3-yl)benzonitrile